N-(8-amino-7-fluoro-6-(4-methylpyridin-3-yl)isoquinolin-3-yl)-2-(hydroxymethyl)cyclopropane-1-carboxamide NC=1C(=C(C=C2C=C(N=CC12)NC(=O)C1C(C1)CO)C=1C=NC=CC1C)F